(S)-2-methyl-N-(oxetan-3-ylmethylidene)propane-2-sulfinamide CC(C)(C)[S@](=O)N=CC1COC1